OC1CC2CCN(CC2CC1)C(=O)OC(C)(C)C tert-Butyl 6-hydroxy-decahydroisoquinoline-2-carboxylate